4-(3-amino-1-methyl-1H-pyrazol-4-yl)-3,6-dihydropyridine-1(2H)-carboxylic acid tert-butyl ester C(C)(C)(C)OC(=O)N1CCC(=CC1)C=1C(=NN(C1)C)N